C(C1=CC=CC=C1)(=O)OCC(CCCC)C(C1=C(C=C(C=C1)N(CC)CC)O)=O 2-[4-(diethylamino)-2-hydroxybenzoyl]Hexyl benzoate